OC1CCC2=C(C=CC=C12)C 1-hydroxy-4-methyl-2,3-dihydro-1H-inden